5-((1H-pyrazol-1-yl)methyl)-N-((2,6-dimethoxyphenyl)sulfonyl)-6-methoxypicolinamide N1(N=CC=C1)CC=1C=CC(=NC1OC)C(=O)NS(=O)(=O)C1=C(C=CC=C1OC)OC